ClC1=C2CCN(C2=CC(=C1)N1CCCC1)C(=O)C=1C=C(C=CC1)CCC(=O)O 3-(3-(4-chloro-6-(pyrrolidin-1-yl)indoline-1-carbonyl)phenyl)propanoic acid